[N+](=O)([O-])C1=CC=C(OC=2C=C(OC3=C(C=CC=C3)/C(/C(=O)OC)=C\OC)C=CC2)C=C1 methyl (E)-2-[2-[3-(4-nitrophenoxy) phenoxy] phenyl]-3-methoxyacrylate